N,N,6-trimethyl-2-(4-methylphenyl)-imidazo[1,2-a]pyridine-3-acetamide tartrate C(=O)(O)C(O)C(O)C(=O)O.CN(C(CC1=C(N=C2N1C=C(C=C2)C)C2=CC=C(C=C2)C)=O)C